iso-pentenol C(=CC(C)C)O